C1=CC=CC=2C3=CC=CC=C3C(C12)COC(=O)N[C@H](C(=O)[O-])CCC(=O)[O-] (2S)-2-(9H-fluoren-9-ylmethoxycarbonylamino)pentanedioate